3-(1-isopropyl-1H-pyrazol-4-yl)-N-((7-methyl-3H-imidazo[4,5-b]pyridin-2-yl)methyl)-6-(4-methylpiperazin-1-yl)imidazo[1,2-b]pyridazin-8-amine C(C)(C)N1N=CC(=C1)C1=CN=C2N1N=C(C=C2NCC2=NC=1C(=NC=CC1C)N2)N2CCN(CC2)C